2-(3-((5-Bromo-2-((2-methoxy-5-methyl-4-(4-(4-methylpiperazin-1-yl)piperidin-1-yl)Phenyl)amino)pyrimidin-4-yl)amino)pyridin-4-yl)propan-2-ol BrC=1C(=NC(=NC1)NC1=C(C=C(C(=C1)C)N1CCC(CC1)N1CCN(CC1)C)OC)NC=1C=NC=CC1C(C)(C)O